C(C)(C)(C)OC(=O)N1CCN(CC1)CC1=CC(=C(C=C1)CC1=NNC2=C1N=C(N=C2N(CC2=CC=C(C=C2)OC)CC2=CC=C(C=C2)OC)OCCCC)OC 4-(4-((7-(Bis(4-methoxybenzyl)amino)-5-butoxy-1H-pyrazolo[4,3-d]pyrimidin-3-yl)methyl)-3-methoxybenzyl)piperazine-1-carboxylic acid tert-butyl ester